ClC1=C(C=2N=C(N=C(C2C(=N1)OC[C@@H]1COC[C@H]1NC)O)SC)F 7-chloro-8-fluoro-5-((trans-4-(methylamino)tetrahydrofuran-3-yl)methoxy)-2-(methylthio)pyrido[4,3-d]pyrimidin-4-ol